8-chloro-5-((2-(3-(5-chloro-6-oxo-1,6-dihydropyridazin-4-yl)propyl)-2-azaspiro[3.3]heptan-6-yl)methyl)-2-methylphthalazin-1(2H)-one ClC=1C=CC(=C2C=NN(C(C12)=O)C)CC1CC2(CN(C2)CCCC=2C=NNC(C2Cl)=O)C1